C(C1=CC=CC=C1)OC(=O)N[C@@H](CN1C(CN(CC1)C(=O)OC(C)(C)C)C(=O)OC)CO 1-(tert-butyl) 3-methyl 4-((S)-2-(((benzyloxy)carbonyl)amino)-3-hydroxypropyl)piperazine-1,3-dicarboxylate